(2-thienyl)serine S1C(=CC=C1)N[C@@H](CO)C(=O)O